N4-(1,3-benzodioxol-5-ylmethyl)-6-(3-methylphenyl)-2,4-pyrimidinediamine hydrochloride Cl.O1COC2=C1C=CC(=C2)CNC2=NC(=NC(=C2)C2=CC(=CC=C2)C)N